(3R,5'S)-2-oxo-1H-spiro[imidazo[1,2-b]indazole-3,3'-pyrrolidine]-5'-carboxamide O=C1NC=2N(N=C3C=CC=CC23)[C@]12CN[C@@H](C2)C(=O)N